C(CCC#C)C(C(=O)N)C (pent-4-yn-1-yl)propanamide